FCCCS(=O)(=O)NCOCC[Si](C)(C)C 3-fluoro-N-((2-(trimethylsilyl)ethoxy)-methyl)propane-1-sulfonamide